o-t-butylstyrene C(C)(C)(C)C1=C(C=C)C=CC=C1